2,4-Dichlorophenylurea ClC1=C(C=CC(=C1)Cl)NC(=O)N